4,6-dibromo-8-oxa-3,5-diazatricyclo[7.4.0.02,7]tridec-1(13),2(7),3,5,9,11-hexa-ene BrC1=NC=2C3=CC=CC=C3OC2C(=N1)Br